C[Si](C1=CC=C(C=C1)C(=C)C)(OC(C)C)C dimethylisopropoxy(4-isopropenylphenyl)silane